((4-(1,4-dioxaspiro[4.5]decan-8-yl)piperazin-1-yl)methyl)quinolin-8-ol O1CCOC12CCC(CC2)N2CCN(CC2)CC2=NC1=C(C=CC=C1C=C2)O